NC1=C2C(=NC=N1)N(N=C2Br)C(C)(C)C 4-amino-3-bromo-1-tert-butyl-1H-pyrazolo[3,4-d]pyrimidine